3-chloro-N-[(1R,3S)-3-{[6-chloro-2-(trifluoromethyl)quinolin-4-yl]amino}cyclohexyl]-1-(2,2-difluoroethyl)-1H-pyrazole-4-carboxamide ClC1=NN(C=C1C(=O)N[C@H]1C[C@H](CCC1)NC1=CC(=NC2=CC=C(C=C12)Cl)C(F)(F)F)CC(F)F